[2-[4-[(5-Cyclopropyl-1H-pyrazol-3-yl)-methyl-amino]pyrimidin-2-yl]-2-azabicyclo[2.1.1]hexan-4-yl]methanol C1(CC1)C1=CC(=NN1)N(C1=NC(=NC=C1)N1C2CC(C1)(C2)CO)C